ethylene bis(oxyethylene) bis[3-(5-t-butyl-hydroxy-m-tolyl) propionate] C(C)(C)(C)C=1C=C(C(=C(C1)C)O)CCC(=O)O.C(C)(C)(C)C=1C=C(C(=C(C1)C)O)CCC(=O)O.C(COC=C)OC=C